FC1(CCC(CC1)C1=NC=CC(=C1NC(=O)C1=C2C(=NO1)C=CC=C2)C2=C(C=CC(=C2)F)F)F N-(2-(4,4-difluorocyclohexyl)-4-(2,5-difluorophenyl)pyridin-3-yl)benzo[c]isoxazole-3-carboxamide